2-cyano-3-(4-dimethylamino-phenyl)-acrylic acid ethyl ester C(C)OC(C(=CC1=CC=C(C=C1)N(C)C)C#N)=O